Cl.NC/C(/CN1N=CN(C1=O)CC=1SC(=CC1)C=1C=NC(=CC1)OC)=C\F 2-[(2E)-2-(aminomethyl)-3-fluoroprop-2-en-1-yl]-4-{[5-(6-methoxypyridin-3-yl)thiophen-2-yl]methyl}-2,4-dihydro-3H-1,2,4-triazol-3-one hydrochloride